acryl carbonate C(OC(=O)C=C)([O-])=O